bis(2-methoxyethyl) (((5'-methyl-4-pentyl-1',2',3',4'-tetrahydro-[1,1'-biphenyl]-2,6-diyl)bis(oxy))bis(methylene))bis(methyl carbamate) CC=1CCCC(C1)C1=C(C=C(C=C1OCN(C(OCCOC)=O)C)CCCCC)OCN(C(OCCOC)=O)C